3-(phenylsulfonamido)-N-(pyridin-4-yl)benzamide C1(=CC=CC=C1)S(=O)(=O)NC=1C=C(C(=O)NC2=CC=NC=C2)C=CC1